Methyl (E)-3-(4-(((1-(5-bromo-3-cyano-4-(4-cyano-3-fluorophenyl)pyridin-2-yl)piperidin-4-yl)(tert-butoxycarbonyl)amino) methyl)phenyl)acrylate BrC=1C(=C(C(=NC1)N1CCC(CC1)N(C(=O)OC(C)(C)C)CC1=CC=C(C=C1)/C=C/C(=O)OC)C#N)C1=CC(=C(C=C1)C#N)F